(R)-4-(5-bromopyridin-3-yl)-2-methylpiperazine-1-carboxylic acid tert-butyl ester C(C)(C)(C)OC(=O)N1[C@@H](CN(CC1)C=1C=NC=C(C1)Br)C